tert-butyl (2R,6S)-2,6-dimethyl-4-{5-nitro-6-[(pyridin-4-yl)amino]pyridin-2-yl}piperazine-1-carboxylate C[C@H]1N([C@H](CN(C1)C1=NC(=C(C=C1)[N+](=O)[O-])NC1=CC=NC=C1)C)C(=O)OC(C)(C)C